R-5'-E-vinylphosphonate C(=C)P([O-])([O-])=O